bis(4-methoxybenzoyl)tartaric acid COC1=CC=C(C(=O)C(C(C(=O)O)(O)C(C2=CC=C(C=C2)OC)=O)(O)C(=O)O)C=C1